2-[5-Fluoro-7-[(1s,3s)-3-hydroxy-3-methylcyclobutyl]-7H-pyrrolo[2,3-c]pyridazin-3-yl]-3-methyl-5-(trifluoromethyl)phenol FC1=CN(C=2N=NC(=CC21)C2=C(C=C(C=C2C)C(F)(F)F)O)C2CC(C2)(C)O